C1[C@H](OC2=CC=CC=C2C1O)C3=CC=CC=C3 The molecule is a hydroxyflavan that is (2S)-flavan substituted by a hydroxy group at position 4. It derives from a hydride of a (2S)-flavan.